Amino-N-(6-methoxypyrimidin-4-yl)-N-(2-(((3R,6R,8aS,9R,10S,12R,12aR)-3,6,9-trimethyldecahydro-12H-3,12-epoxy[1,2]dioxepino[4,3-i]isochromen-10-yl)oxy)ethyl)benzenesulfonamide NC1=C(C=CC=C1)S(=O)(=O)N(CCO[C@H]1O[C@H]2[C@@]34C([C@@H](CC[C@H]3[C@H]1C)C)CC[C@@](OO4)(O2)C)C2=NC=NC(=C2)OC